(diethylamino)butanoic acid C(C)N(CC)C(C(=O)O)CC